1,4-dimercaptomethyl-benzene SCC1=CC=C(C=C1)CS